1-(4-methoxyphenyl)-3-[3-(methylamino)-4-nitrophenyl]-7-(2,2,2-trifluoroethoxy)-1,2-dihydro-1,8-naphthyridin-2-one COC1=CC=C(C=C1)N1C(C(=CC2=CC=C(N=C12)OCC(F)(F)F)C1=CC(=C(C=C1)[N+](=O)[O-])NC)=O